N-(6-(2-(aminomethyl)-3-fluorophenyl)imidazo[1,2-a]pyridin-2-yl)-2-fluorocyclopropanecarboxamide NCC1=C(C=CC=C1F)C=1C=CC=2N(C1)C=C(N2)NC(=O)C2C(C2)F